CC(C)(C)OC(=O)N[C@@H]1C[C@H](CC1)NC1=NC=C(C(=N1)Cl)C(F)(F)F {[(1S,3S)-3-{[4-chloro-5-(trifluoromethyl)pyrimidin-2-yl]amino}cyclopentyl]amino}methanoic acid-2-methylpropan-2-yl ester